NC[C@@H]1CC[C@H](CC1)CC(=O)N[C@@H](CC=1C(=C(C(=O)O)C=CC1)OC)B1OC2(C3C(C(CC2O1)C3)(C)C)C 3-((2R)-2-(2-(trans-4-(aminomethyl)cyclohexyl)acetamido)-2-(2,9,9-trimethyl-3,5-dioxa-4-bora-tricyclo[6.1.1.02,6]dec-4-yl)ethyl)-2-methoxybenzoic acid